O1CCC(=CC1)C=1C(=NC=C(C1)C1=NN=C(N1)C(F)(F)F)C 3-(3,6-dihydro-2H-pyran-4-yl)-2-methyl-5-(5-(trifluoromethyl)-4H-1,2,4-triazol-3-yl)pyridine